CCC(CCCC)(O)CC 1-methyl-2-ethyl-2-hexanol